FC(C(=O)O)(F)F.BrC=1C(N(C(=CC1OCC1=C(C=C(C=C1)F)F)C)CC1=CN=C(N=N1)C)=O 3-bromo-4-[(2,4-difluorobenzyl)oxy]-6-methyl-1-[(3-methyl-1,2,4-triazin-6-yl)methyl]pyridin-2(1H)-one trifluoroacetate